5-(4-morpholinophenoxy)-1H-1,2,3-triazole-4-carboxylic acid methyl ester COC(=O)C=1N=NNC1OC1=CC=C(C=C1)N1CCOCC1